(3bR,4aR)-ethyl 1-(2-(4-(2-methyl-3-(trifluoromethyl)phenyl)piperidin-1-yl)-2-oxoethyl)-3b,4,4a,5-tetrahydro-1H-cyclopropa[3,4]cyclopenta[1,2-c]pyrazole-3-carboxylate CC1=C(C=CC=C1C(F)(F)F)C1CCN(CC1)C(CN1N=C(C2=C1C[C@@H]1[C@H]2C1)C(=O)OCC)=O